C(C1CO1)OC(C(=C)C)=O.OCCOC(C=C)=O.C(=C)CC(=O)O.C(C=C)(=O)OCC(CCCC)CC 2-ethylhexyl acrylate vinyl-acetate hydroxyethyl-acrylate glycidyl-methacrylate